[(1R,2S,4R)-4-{[5-({4-[(1R)-1-(3-Bromophenyl)-1-hydroxyethyl]-2-thienyl}carbonyl)pyrimidin-4-yl]amino}-2-hydroxycyclopentyl]methylsulfamate BrC=1C=C(C=CC1)[C@@](C)(O)C=1C=C(SC1)C(=O)C=1C(=NC=NC1)N[C@H]1C[C@@H]([C@H](C1)CNS([O-])(=O)=O)O